4-Guanylbutyric acid C(N)(=N)CCCC(=O)O